1-[(4-nitrophenyl)sulfonyl]-1H-pyrrole [N+](=O)([O-])C1=CC=C(C=C1)S(=O)(=O)N1C=CC=C1